COC1=NC=C(C(=N1)OC)C=1NC2=C(N1)C(NC21C(NC2=CC=CC=C21)=O)=O 2'-(2,4-dimethoxypyrimidin-5-yl)-3'H-spiro[dihydroindole-3,4'-pyrrolo[3,4-d]imidazole]-2,6'(5'H)-dione